NC1=C(C(=NC(=C1F)C1=C(C(=C(C=C1)Cl)OC)F)C(=O)OC)Cl methyl 4-amino-3-chloro-6-(4-chloro-2-fluoro-3-methoxyphenyl)-5-fluoro-2-picolinate